N-(benzo[d]thiazol-2-yl)-4-((4-(N,N-dimethylsulfamoyl)piperazin-1-yl)methyl)benzamide S1C(=NC2=C1C=CC=C2)NC(C2=CC=C(C=C2)CN2CCN(CC2)S(N(C)C)(=O)=O)=O